4-(5-(3,5-dichloro-4-fluorophenyl)-5-(trifluoromethyl)-4,5-Dihydroisoxazol-3-yl)-2-methylbenzoic acid methyl ester COC(C1=C(C=C(C=C1)C1=NOC(C1)(C(F)(F)F)C1=CC(=C(C(=C1)Cl)F)Cl)C)=O